ClC1=C(C=CC=C1)CC(=O)NC1=CC(=C(C=C1)N1N=CC(=C1)CC(F)F)S(N)(=O)=O 2-(2-Chlorophenyl)-N-{4-[4-(2,2-difluoroethyl)-1H-pyrazol-1-yl]-3-sulfamoylphenyl}acetamide